CC(C)(C)C(=O)N(C)C N,N,2,2-tetramethylpropionamide